COC(=O)C=1N(C=C(C1)C(=C)C)C1=NC=C(C(=O)OC)C=C1[N+](=O)[O-] methyl 6-(2-(methoxycarbonyl)-4-(prop-1-en-2-yl)-1H-pyrrol-1-yl)-5-nitronicotinate